4-(Benzyloxymethyl)-N-(4-bromo-2-iodo-5-methoxy-phenyl)cyclohexanecarboxamide C(C1=CC=CC=C1)OCC1CCC(CC1)C(=O)NC1=C(C=C(C(=C1)OC)Br)I